Benzyl (S)-6-(2-amino-5-(bis(2-aminoethyl)amino)-5-oxopentanamido)hexanoate trihydrochloride Cl.Cl.Cl.N[C@H](C(=O)NCCCCCC(=O)OCC1=CC=CC=C1)CCC(=O)N(CCN)CCN